N=1ON=C2C1C=CC(=C2)B2OC(C)(C)C(C)(C)O2 benzo[c][1,2,5]oxadiazole-5-boronic acid pinacol ester